BrC=1C=C2C=C(N(C2=CC1OCC=1N=CSC1)S(=O)(=O)C1=CC=C(C)C=C1)CNC(OC(C)(C)C)=O tert-butyl ((5-bromo-6-(thiazol-4-ylmethoxy)-1-tosyl-1H-indol-2-yl)methyl)carbamate